N-(4-bromobenzyl)-2-(5-methylfuran-2-yl)quinoline-4-carboxamide BrC1=CC=C(CNC(=O)C2=CC(=NC3=CC=CC=C23)C=2OC(=CC2)C)C=C1